5-(4-fluoro-3-methylbenzyl)-N-(4-(5-((4-hydroxy-4-methylpentyl)oxy)-2-methylphenyl)pyridin-2-yl)-4H-1,2,4-triazole-3-carboxamide FC1=C(C=C(CC=2NC(=NN2)C(=O)NC2=NC=CC(=C2)C2=C(C=CC(=C2)OCCCC(C)(C)O)C)C=C1)C